ClC1=NC=NC=C1C=1OC=C(N1)C(=O)OC methyl 2-(4-chloropyrimidin-5-yl)oxazole-4-carboxylate